ClC=1C(=NC=CC1C1=NC(=C(C=C1)CNC[C@H](C)O)OC)C1=C(C(=CC=C1)NC1=NC=CC(=C1F)CNC[C@H](C)O)Cl (S)-1-(((3'-chloro-2'-(2-chloro-3-((3-fluoro-4-((((S)-2-hydroxypropyl)amino)methyl)pyridin-2-yl)amino)phenyl)-6-methoxy-[2,4'-bipyridin]-5-yl)methyl)amino)propan-2-ol